4-(tert-butoxyamino)-6-chloro-N-(2-(trifluoromethyl)pyridin-4-yl)-1,3,5-triazin-2-amine C(C)(C)(C)ONC1=NC(=NC(=N1)Cl)NC1=CC(=NC=C1)C(F)(F)F